C(C)C(C(C(=O)O)(O)CCCCCC)CCCCCCCCCCCCCCC.OC(C(=O)OC(CCCCC)CC)CCCCCCCCCCCCCCCC ethylhexyl hydroxystearate (ethylhexyl hydroxystearate)